OC=1C(=C(C=C(C1)CCC1=CC(=CC=C1)O)OC)OC 5,3'-dihydroxy-3,4-dimethoxybibenzyl